C(C1CO1)OC(C(=C)C)=O methacrylic acid-2,3-epoxypropyl ester